C(C)(=O)N1CCC(CC1)NCC1=C(C=C(C=C1)C1=NC=CC(=C1Cl)C=1C(=C(C=CC1)C1=CC=C(C(=N1)OC)CNCCC(=O)O)Cl)OC 3-(((6-(3-(2-(4-(((1-acetylpiperidin-4-yl)amino)methyl)-3-methoxyphenyl)-3-chloropyridin-4-yl)-2-chlorophenyl)-2-methoxypyridin-3-yl)methyl)amino)propanoic acid